C(C)NCCCCCCCCCCCN N-ethylundecane-1,11-diamine